Cl.NCC1=COC=C1 3-(aminomethyl)furan hydrochloride